(R)-2-((2-chloro-5-nitropyridin-4-yl)amino)propanamide ClC1=NC=C(C(=C1)N[C@@H](C(=O)N)C)[N+](=O)[O-]